ClC1=C(C=C(C=C1)C1CN(C1)C)NC1=NC=C(C(=N1)C=1SC=C(C1)S(=O)(=O)C)C(F)(F)F N-(2-chloro-5-(1-methylazetidin-3-yl)phenyl)-4-(4-(methylsulfonyl)thiophen-2-yl)-5-(trifluoromethyl)pyrimidin-2-amine